CC1(COB(OC1)C=1C2=CN(N=C2C=CC1)CC(O)C1=CC=C(C=C1)C)C 2-[4-(5,5-dimethyl-1,3,2-dioxaborinan-2-yl)-2H-indazol-2-yl]-1-(4-methylphenyl)ethan-1-ol